NC=1N(NN=CC1S)S amino-3,5-dimercaptotriazine